DL-altrose O=C[C@@H](O)[C@H](O)[C@H](O)[C@H](O)CO |r|